7-(pyrimidin-2-yl)heptan-1-ol N1=C(N=CC=C1)CCCCCCCO